C(C)(=O)[O-].C(C)(=O)[O-].[Mg+2].CNCC(=O)O methyl-glycine magnesium diacetate